FC1=NC=C(C(=C1)C1(CCNCC1)NS(=O)(=O)C1=CC=C(C=C1)OC(F)(F)F)F N-(4-(2,5-difluoropyridin-4-yl)piperidin-4-yl)-4-(trifluoromethoxy)benzenesulfonamide